CN(S(=O)(=O)C(C)(C)C)C1(COC1)C=1C=C(C=CC1)NC(CC(C)=O)=O N-(3-(3-(N,2-dimethylpropan-2-ylsulfonamido)oxetan-3-yl)phenyl)-3-oxobutanamide